carbonic-di(4-tertiary-butyl-cyclohexyl)-peroxyester C(C)(C)(C)C1CCC(CC1)OOC1CCC(CC1)C(C)(C)C.C(O)(O)=O